NC1=CC=NC=2CCN([C@H](C12)C)C(=O)C1=NC2=C(N1)C(=CC=C2F)Cl (S)-(4-Amino-5-methyl-7,8-dihydro-1,6-naphthyridin-6(5H)-yl)(7-chloro-4-fluoro-1H-benzo[d]imidazol-2-yl)methanone